CN1N=CC2=C1C1=C(C(NN=C1)=O)N2C 1,4-dimethyl-4,6-dihydropyrazolo[3',4':4,5]pyrrolo[2,3-d]pyridazin-5(1H)-one